CC=1C=C(C=CC1)C1=CC=C2N(CC(NC2=C1)=O)C(C1=CC(=C(C(=C1)OC)OC)OC)=O 7-(3-methylphenyl)-4-(3,4,5-trimethoxybenzoyl)-3,4-dihydroquinoxalin-2(1H)-one